1-ethylpiperidin C(C)N1CCCCC1